C(CCCCCCCCC)NC(=O)N(CCCCCCCC)CCCCCCCC N-decyl-N',N'-dioctylurea